acryl (methyl 2-methylpropenoate) CC=C(C(=O)OC(=O)C=C)C